C(C)(C)(C)OC(=O)N1[C@@H](CCC1)C(=O)O (tert-butoxy-carbonyl)proline